P(OC1=C(C(=CC=C1)C)C)(OC1=CC=CC=C1)(OC1=CC=CC=C1)=S xylyl diphenyl phosphorothioate